3-(furan-2-yl)-1H-1,2,4-triazol-5-amine O1C(=CC=C1)C1=NNC(=N1)N